tert-butyl N-[3-({2-[(2-methoxyphenyl)amino]-5-[4-(trifluoromethyl)phenyl]pyrimidin-4-yl}oxy)phenyl]carbamate COC1=C(C=CC=C1)NC1=NC=C(C(=N1)OC=1C=C(C=CC1)NC(OC(C)(C)C)=O)C1=CC=C(C=C1)C(F)(F)F